OC1=C(C=C(C=C1)O)P1(OC2=CC=CC=C2C=2C=CC=CC12)=O 9,10-dihydro-10-(2,5-dihydroxyphenyl)-9-oxa-10-phosphaphenanthrene-10-oxide